N-(1-((4-methoxy-3-((2-methoxyphenyl)sulfonamido)benzo[d]isoxazol-6-yl)methyl)piperidin-4-yl)propiolamide COC1=CC(=CC2=C1C(=NO2)NS(=O)(=O)C2=C(C=CC=C2)OC)CN2CCC(CC2)NC(C#C)=O